2-(2-chlorophenyl)-4-[3-(dimethylamino)phenyl]-5-methyl-1H-pyrazolo[4,3-c]pyridine-3,6(2H,5H)-dione ClC1=C(C=CC=C1)N1NC=2C(=C(N(C(C2)=O)C)C2=CC(=CC=C2)N(C)C)C1=O